6-[5-(trifluoromethyl)pyridin-3-yl]-2,6-diazaspiro[3.5]nonane hydrochloride Cl.FC(C=1C=C(C=NC1)N1CC2(CNC2)CCC1)(F)F